5-chlorothiophene-2-sulfonamide ClC1=CC=C(S1)S(=O)(=O)N